isobutenol C(=C(C)C)O